ClC1=C(C=CC(=C1)N1CCOCC1)NC=O N-(2-chloro-4-morpholinophenyl)formamide